(R)-2-((1-(3-cyano-7-methyl-2-(4-(1-methyl-1H-pyrazole-4-carbonyl)piperazin-1-yl)-4-oxo-4H-pyrido[1,2-a]pyrimidin-9-yl)ethyl)amino)benzoic acid C(#N)C1=C(N=C2N(C1=O)C=C(C=C2[C@@H](C)NC2=C(C(=O)O)C=CC=C2)C)N2CCN(CC2)C(=O)C=2C=NN(C2)C